5-bromo-3-[2,6-difluoro-3-[[isopropyl(methyl)sulfamoyl]amino]benzoyl]-1H-pyrrolo[2,3-b]pyridine BrC=1C=C2C(=NC1)NC=C2C(C2=C(C(=CC=C2F)NS(N(C)C(C)C)(=O)=O)F)=O